C(C)(C)(C)NS(=O)(=O)C=1SC=CC1 N-tertiary butyl-2-thiophenesulfonamide